C(C(=O)OCC)(=O)OCCC(C=C(CCCC)C)C 3,5-dimethylnon-4-en-1-yl ethyl oxalate